N2-((1R,4R)-4-aminocyclohexyl)-N4-(3-cyclopropyl-2H-pyrrol-5-yl)-N2-methylpyrimidine-2,4-diamine NC1CCC(CC1)N(C1=NC=CC(=N1)NC=1C=C(CN1)C1CC1)C